NC=1SC(=NN1)SC 2-amino-5-methylsulfanyl-1,3,4-thiadiazole